2-(4-(2-([1,1'-biphenyl]-3-ylamino)-2-oxoethyl)phenoxy)-2-methylpropanoic acid C1(=CC(=CC=C1)NC(CC1=CC=C(OC(C(=O)O)(C)C)C=C1)=O)C1=CC=CC=C1